FC=1C=C2CCCC(C2=CC1)C1=C(C(=O)O)C=CC(=C1)C(F)(F)F (6-fluoro-1,2,3,4-tetrahydronaphthalen-1-yl)-4-(trifluoromethyl)benzoic acid